tert-butyl (9-chloro-8-fluoro-5,6-dihydro-4H-pyrrolo[3,2,1-ij]quinolin-5-yl)carbamate ClC1=C(C=C2CC(CN3C2=C1C=C3)NC(OC(C)(C)C)=O)F